1-(2-fluorophenyl)-N3-(4-(2-(pyrrolidin-1-yl)ethoxy)phenyl)-1H-1,2,4-triazole-3,5-diamine FC1=C(C=CC=C1)N1N=C(N=C1N)NC1=CC=C(C=C1)OCCN1CCCC1